4-Chloro-1-cyclopropyl-3-iodo-1H-pyrrolo[3,2-c]pyridine ClC1=NC=CC2=C1C(=CN2C2CC2)I